FC=1C(=NC=CC1)CNC(=O)C=1N=CSC1 4-{[(3-fluoropyridin-2-yl)methyl]carbamoyl}-1,3-thiazol